1-[3-(2-methoxyacetyl)-6-[5-[(6-methylpyridazin-3-yl)amino]benzimidazol-1-yl]-2-pyridyl]-5-methyl-pyrazole-3-carbonitrile COCC(=O)C=1C(=NC(=CC1)N1C=NC2=C1C=CC(=C2)NC=2N=NC(=CC2)C)N2N=C(C=C2C)C#N